ClC1=CC2=C(N(C(N2)=O)C2CCN(CC2)CCCN2C(NC3=C2C=CC=C3)=O)C=C1 5-chloro-1-(1-[3-(2-oxo-2,3-dihydro-1H-benzo[d]imidazol-1-yl)propyl]piperidin-4-yl)-1H-benzo[d]imidazol-2(3H)-one